Cl.NC=1C(=NC(=CN1)C=1C=NN(C1)C1CCNCC1)C=1C=CC(N(N1)C1=C(C(=CC(=C1F)OC)OC)F)=O 6-(3-amino-6-(1-(piperidin-4-yl)-1H-pyrazol-4-yl)pyrazin-2-yl)-2-(2,6-difluoro-3,5-dimethoxyphenyl)pyridazin-3(2H)-one hydrochloride salt